Cl.Cl.ClC=1C(=NC2=CC=C(C=C2C1)C=1C=C(C=CC1)CN)N1CCNCC1 [3-(3-chloro-2-piperazin-1-yl-6-quinolyl)phenyl]methanamine dihydrochloride